N2-(2-methoxy-4-(4-morpholinopiperidin-1-yl)phenyl)-N8-neopentylpyrido[3,4-d]pyrimidine-2,8-diamine COC1=C(C=CC(=C1)N1CCC(CC1)N1CCOCC1)NC=1N=CC2=C(N1)C(=NC=C2)NCC(C)(C)C